(1-(2-chloro-5-((1-methyl-1H-pyrazol-4-yl)ethynyl)pyridin-4-yl)-4-methylpiperidin-4-yl)-N,N-dimethylmethylamine ClC1=NC=C(C(=C1)N1CCC(CC1)(C)CN(C)C)C#CC=1C=NN(C1)C